[2-(acetylamino)phenyl]{1,3-bis[2,6-bis(prop-2-yl)phenyl]-1,3-dihydro-2H-imidazol-2-ylidene}palladium chloride C(C)(=O)NC1=C(C=CC=C1)[Pd](=C1N(C=CN1C1=C(C=CC=C1C(C)C)C(C)C)C1=C(C=CC=C1C(C)C)C(C)C)Cl